(5S)-7-(7-(3-Amino-8-ethyl-7-fluoronaphthalen-1-yl)-6,8-difluoro-2-(((2R,7aS)-2-fluorotetrahydro-1H-pyrrolizin-7a(5H)-yl)methoxy)quinazolin-4-yl)-1-oxa-3,7-diazaspiro[4.5]decan-2-one NC=1C=C(C2=C(C(=CC=C2C1)F)CC)C1=C(C=C2C(=NC(=NC2=C1F)OC[C@]12CCCN2C[C@@H](C1)F)N1C[C@@]2(CNC(O2)=O)CCC1)F